(Z)-N-(3-(2-acetamidopyridin-4-yl)-5-chlorobenzyl)-3-chloro-N-cyclopropylacrylamide C(C)(=O)NC1=NC=CC(=C1)C=1C=C(CN(C(\C=C/Cl)=O)C2CC2)C=C(C1)Cl